(S)-3-(1-(3-(pyrrolidin-1-yl)propyl)pyrrolidin-2-yl)pyridine tert-butyl-(1-(5-oxo-4-(m-tolylamino)-6,7-dihydro-5H-pyrrolo[3,4-d]pyrimidin-2-yl)piperidin-2-yl)methylcarbamate C(C)(C)(C)N(C(O)=O)CC1N(CCCC1)C=1N=C(C2=C(N1)CNC2=O)NC=2C=C(C=CC2)C.N2(CCCC2)CCCN2[C@@H](CCC2)C=2C=NC=CC2